N-(5-((2R,5S)-1-ethyl-2,5-dimethylpiperazine-4-carbonyl)-6,6-dimethyl-1,4,5,6-tetrahydropyrrolo[3,4-c]pyrazol-3-yl)picolinamide C(C)N1[C@@H](CN([C@H](C1)C)C(=O)N1C(C=2NN=C(C2C1)NC(C1=NC=CC=C1)=O)(C)C)C